(1r,2r)-1,2-dicyclohexyl-1,2-ethylene glycol C1(CCCCC1)[C@H]([C@@H](C1CCCCC1)O)O